4,4-bis(((Z)-oct-5-en-1-yl)oxy)butanoic acid 5-bromopentanyl ester BrCCCCCOC(CCC(OCCCC\C=C/CC)OCCCC\C=C/CC)=O